4-(2,5-dichloro-4-nitrophenyl)piperazine-1-carboxylic acid tert-Butyl ester C(C)(C)(C)OC(=O)N1CCN(CC1)C1=C(C=C(C(=C1)Cl)[N+](=O)[O-])Cl